(3S)-3-(4-chlorophenyl)-3-[(1R)-1-(4-chlorophenyl)-7-fluoro-5-[1-hydroxy-1-(oxacyclohex-4-yl)ethyl]-1-methoxy-3-oxo-2,3-dihydro-1H-isoindol-2-yl]propionic acid ClC1=CC=C(C=C1)[C@H](CC(=O)O)N1[C@@](C2=C(C=C(C=C2C1=O)C(C)(C1CCOCC1)O)F)(OC)C1=CC=C(C=C1)Cl